TETRAHYDROPYRIDAZINE C1CNNC=C1